ClC=1C(N(N=CC1CO)CC1=NC(=NO1)CCC1=CC=C(C=C1)C)=O 4-chloro-5-(hydroxymethyl)-2-((3-(4-methylphenethyl)-1,2,4-oxadiazol-5-yl)methyl)pyridazin-3(2H)-one